FC1=C(C(=O)O)C=C(C=N1)O[C@H]1COCC1 (R)-2-fluoro-5-((tetrahydrofuran-3-yl)oxy)nicotinic acid